(R,6S)-6-methyl-N'-(((R)-3-methyl-1,2,3,5,6,7-hexahydro-s-indacen-4-yl)carbamoyl)-6,7-dihydro-5H-pyrazolo[5,1-b][1,3]oxazine-3-sulfonimidamide C[C@H]1CN2C(OC1)=C(C=N2)[S@@](=O)(N)=NC(NC2=C1[C@@H](CCC1=CC=1CCCC21)C)=O